FC=1C=C(CNC(=O)C2=C3NC(=NC3=NC=N2)[C@@H]2N(CCC2)C(=O)OCC2=CC=CC=C2)C=C(C1)C=1C=NN(C1)C benzyl (R)-2-(6-((3-fluoro-5-(1-methyl-1H-pyrazol-4-yl)benzyl)carbamoyl)-7H-purin-8-yl)pyrrolidine-1-carboxylate